6-chloro-4-((4-Cyclopropyl-2-(N-methylmethanesulfonamido)phenyl)amino)-N-methoxy-2-methylnicotinamide ClC1=NC(=C(C(=O)NOC)C(=C1)NC1=C(C=C(C=C1)C1CC1)N(S(=O)(=O)C)C)C